bis(4-hydroxyaminocarbonyl-3-phenylbenzyl)amine ONC(=O)C1=C(C=C(CNCC2=CC(=C(C=C2)C(=O)NO)C2=CC=CC=C2)C=C1)C1=CC=CC=C1